CC1(C(N(C(N1CC1=CC(=NC=C1)N[C@H]1CN(C(C1)=O)C)=O)C1=CC=C(C=C1)S(=O)(=O)C(F)(F)F)=O)C (R)-5,5-dimethyl-1-((2-((1-methyl-5-oxopyrrolidin-3-yl)amino)pyridin-4-yl)methyl)-3-(4-((trifluoromethyl)sulfonyl)phenyl)imidazolidine-2,4-dione